2-(6-(((1S,4S,5S,6R)-6-fluoro-1-methyl-2-azabicyclo[2.2.1]heptan-5-yl)oxy)pyridazin-3-yl)-5-(1H-imidazol-1-yl)phenol F[C@H]1[C@H]([C@@H]2CN[C@]1(C2)C)OC2=CC=C(N=N2)C2=C(C=C(C=C2)N2C=NC=C2)O